FC(C=1C(=NC=CC1)C=O)(F)F 3-(trifluoromethyl)pyridine-2-carbaldehyde